FC1=CC=C(C=C1)NC(=O)NC1CN(C(C1)=O)C1=CC=CC=C1 1-(4-fluorophenyl)-3-(5-oxo-1-phenylpyrrolidin-3-yl)urea